O(C1=CC=CC=C1)C(CO)CCCCCCCC 2-phenoxydecan-1-ol